NC=1N=CC(=C2C=CC(=NC12)C=1C=C(C=CC1)C#C[C@]1(C(N(CC1)C)=O)O)CN(C)C (R)-3-[2-[3-[8-amino-5-(dimethylaminomethyl)-1,7-naphthyridin-2-yl]phenyl]ethynyl]-3-hydroxy-1-methylpyrrolidin-2-one